C(C)(=O)C1=C(C2=C(N=C(N=C2)NC2=NC=C(C=C2)N2CCN(CC2)C2=CC=C(C=C2)[C@@H](C)O)N(C1=O)C1CCCC1)C (R)-6-acetyl-8-cyclopentyl-2-((5-(4-(4-(1-hydroxyethyl)phenyl)piperazin-1-yl)pyridin-2-yl)amino)-5-methylpyrido[2,3-d]pyrimidin-7(8H)-one